t-butyl 8-(2-chloroethyl)-2,8-diazaspiro[4.5]decane-2-carboxylate ClCCN1CCC2(CCN(C2)C(=O)OC(C)(C)C)CC1